N-[2-(hydroxymethyl)benzyl]-1-(2,5-dimethoxy-4-iodophenyl)-2-aminoethane OCC1=C(CNCCC2=C(C=C(C(=C2)OC)I)OC)C=CC=C1